[Cl-].C(C)OC1=C(C=C(C(=C1)SCC)OCC)CC[NH3+] 2-(2,5-DIETHOXY-4-(ETHYLTHIO)PHENYL)ETHANE-1-AMINIUM CHLORIDE